C1(=CC=CC=C1)NCC(=O)[O-].[K+] potassium N-phenylglycinate